1-(2-pyridyl-methylamino)-1,4-disilabutane N1=C(C=CC=C1)N([SiH2]CC[SiH3])C